FC1=C(C(=C(C=C1OC)OC)F)N1CC2=CN=C(C=C2C2(C1=O)CC2)C=2C=NC=C(C2)N2CCOCC2 2'-(2,6-difluoro-3,5-dimethoxyphenyl)-6'-(5-morpholinopyridin-3-yl)-1'h-spiro[cyclopropane-1,4'-[2,7]naphthyridin]-3'(2'h)-one